BrC=1N=C(C(=NC1)N)C#CC(C)(C)C 5-bromo-3-(3,3-dimethylbut-1-ynyl)pyrazin-2-amine